Bis[2-[(tert-butyldiphenylsilyl)oxy]ethyl]-4-[2-(thiophen-2-yl)vinyl]aniline [Si](C1=CC=CC=C1)(C1=CC=CC=C1)(C(C)(C)C)OCCN(C1=CC=C(C=C1)C=CC=1SC=CC1)CCO[Si](C1=CC=CC=C1)(C1=CC=CC=C1)C(C)(C)C